γ-(3-phenyl-allyl-benzyl)-proline C1(=CC=CC=C1)C=CCC(C1=CC=CC=C1)C1C[C@H](NC1)C(=O)O